diethyl ((7-bromo-3-hydroxyisoquinolin-6-yl)difluoromethyl)phosphonate BrC1=C(C=C2C=C(N=CC2=C1)O)C(F)(F)P(OCC)(OCC)=O